OC(C#CC1=CC=C(C=N1)C=1C=CC2=C(N(C([C@H](CC2)NC(C2=NC=CC(=C2)OC2=CC=CC=C2)=O)=O)C)C1)(C)C (S)-N-(8-(6-(3-Hydroxy-3-methylbut-1-yn-1-yl)pyridin-3-yl)-1-methyl-2-oxo-2,3,4,5-tetrahydro-1H-benzo[b]azepin-3-yl)-4-phenoxypicolinamide